tert-Butyl 4-[2-[5-bromo-4-(4-fluorophenyl)imidazol-1-yl]propanoyl]piperazine-1-carboxylate BrC1=C(N=CN1C(C(=O)N1CCN(CC1)C(=O)OC(C)(C)C)C)C1=CC=C(C=C1)F